Ethyl (2S,3S)-2-hydroxy-3-p-bromobenzamido-3-phenylpropionate O[C@H](C(=O)OCC)[C@H](C1=CC=CC=C1)NC(C1=CC=C(C=C1)Br)=O